5α-androstane-3β,5,6β-triol C[C@@]12CCC[C@H]1[C@@H]1C[C@H]([C@]3(C[C@H](CC[C@]3(C)[C@H]1CC2)O)O)O